COC=1C=C(CCN)C=C(C1OC)OC 3,4,5-trimethoxy-phenethylamine